CC=1C=C(C=C(C1)OC=1C=C(C2=CC=CC=C2C1)N(C1=CC=CC=C1)C1=CC=CC=C1)OC=1C=C(C2=CC=CC=C2C1)N(C1=CC=CC=C1)C1=CC=CC=C1 3,3'-((5-methyl-1,3-phenylene)bis(oxy))bis(N,N-diphenylnaphthalen-1-amine)